tert-butyl ((1R,3R)-3-(4-chloro-5-((3-methyl-5-(phenylethynyl)pyridin-2-yl)carbamoyl)-1H-pyrazol-1-yl)cyclopentyl)carbamate ClC=1C=NN(C1C(NC1=NC=C(C=C1C)C#CC1=CC=CC=C1)=O)[C@H]1C[C@@H](CC1)NC(OC(C)(C)C)=O